(1R,2S)-2-hydroxycyclohexylamine O[C@@H]1[C@@H](CCCC1)N